O.CC1=CC=C(C=C1)S(=O)(=O)O.FC=1C(=NC(=NC1)NC1=CC=C(C(=N1)C)C=O)C=1C=CC2=C(N(C(=N2)C)C(C)C)C1 (6-((5-fluoro-4-(1-isopropyl-2-methyl-1H-benzo[d]imidazol-6-yl)pyrimidin-2-yl)amino)-2-methylpyridin-3-yl)methanone p-toluenesulfonate monohydrate